C[C@@H]1OCCCC1 (S)-2-methyltetrahydro-2H-pyran